tert-butyl ((trans)-2-(4-bromophenyl)cyclopropyl)(4-((tert-butoxycarbonyl) amino)cyclohexyl)carbamate BrC1=CC=C(C=C1)[C@H]1[C@@H](C1)N(C(OC(C)(C)C)=O)C1CCC(CC1)NC(=O)OC(C)(C)C